BrC1=CC(=NC=C1Cl)NC(C(C)C=1C=NC=CC1)=O N-(4-bromo-5-chloropyridin-2-yl)-2-(pyridin-3-yl)Propionamide